(2-methylpyridin-1-ium-1-yl)borane (Z)-Ethyl-(3-(4-bromophenyl)thiazol-2(3H)-ylidene)carbamate C(C)OC(\N=C\1/SC=CN1C1=CC=C(C=C1)Br)=O.CC1=[N+](C=CC=C1)B